(2S,3R,4R,5S,6R)-2-[4-chloro-3-[[4-(2-cyclopropyloxyethoxy)phenyl]methyl]phenyl]-6-(hydroxymethyl)oxane-3,4,5-triol ClC1=C(C=C(C=C1)[C@@H]1O[C@@H]([C@H]([C@@H]([C@H]1O)O)O)CO)CC1=CC=C(C=C1)OCCOC1CC1